N1=CC=C(C=C1)C1=CC=C(C[C@H](NC)C(=O)O)C=C1 4-(4-pyridyl)-N-methyl-L-phenylalanine